BrCC1CC(NC1)=O 4-(bromomethyl)pyrrolidin-2-one